C(CCC)(=O)C=1C=C(C(=O)NC=2C=C3C(=CNC3=CC2)C=2CCN(CC2)C)C=CC1 5-(3-(butanoyl)benzoyl)amino-3-(1-methyl-1,2,3,6-tetrahydropyridin-4-yl)-1H-indole